2-((6-Bromopyridin-2-yl)methyl)-3-oxopiperidine-1-carboxylic acid isopropyl ester C(C)(C)OC(=O)N1C(C(CCC1)=O)CC1=NC(=CC=C1)Br